2-PYRIDINOL-N-OXIDE [N+]=1(C(=CC=CC1)O)[O-]